C(C)N(C=1C=C2C=CCC2=CC1N(CC)CC)CC 5,6-bis(diethylamino)-1H-indene